1,3-dioxolane-2-propionic acid O1C(OCC1)CCC(=O)O